FC(C1=CC=C(C=C1)NC(NC1=CNC2=NC=C(C=C21)CC(=O)O)=O)(F)F 2-(3-(3-(4-(trifluoromethyl)phenyl)ureido)-1H-pyrrolo[2,3-b]pyridin-5-yl)acetic acid